3-(2-(4,4-difluoropiperidin-1-yl)-6-methylpyrimidin-4-yl)-1,2,4-oxadiazole FC1(CCN(CC1)C1=NC(=CC(=N1)C1=NOC=N1)C)F